[(1R)-1-[[2-[(2,5-dichlorobenzoyl)amino]acetyl]amino]-3-methylbutyl]boronic acid ClC1=C(C(=O)NCC(=O)N[C@@H](CC(C)C)B(O)O)C=C(C=C1)Cl